6,6'-({9-hydroxy-1,5-bis(methoxycarbonyl)-2,4-di(pyridin-2-yl)-3,7-diazabicyclo[3.3.1]nonane-3,7-diyl}bis(pyridine)) OC1C2(C(N(C(C1(CN(C2)C2=CC=CC=N2)C(=O)OC)C2=NC=CC=C2)C2=CC=CC=N2)C2=NC=CC=C2)C(=O)OC